1-hydrazino-2,3-naphthyridine N(N)C1=NN=CC2=CC=CC=C12